α-picolinium [NH+]1=C(C=CC=C1)C